NCC=1OC2=C(C1)C=C(C=C2Cl)C2=CC=C(C=C2)NC(=O)N2CCOCC2 N-(4-(2-(aminomethyl)-7-chlorobenzofuran-5-yl)phenyl)morpholine-4-carboxamide